C(C)(C)OC1(COC1)C=1C=C(C=CC1)C(=O)N1CC2CN(CC2C1)C1=CC=C(C=C1)C(F)(F)F (3-(3-isopropoxyoxetan-3-yl)phenyl)(5-(4-(trifluoromethyl)phenyl)hexahydropyrrolo[3,4-c]pyrrol-2(1H)-yl)methanone